6-P-Gluconate C([C@H]([C@H]([C@@H]([C@H](C(=O)O)O)O)O)O)OP(=O)(O)O